4-(3-chloro-2-(chloromethyl)propyl)morpholine ClCC(CN1CCOCC1)CCl